C(C)S(=O)(=O)CC1CN(C1)C=1C=CC(=C2C=C(N=CC12)NC1=NC(=NC=C1)N1C[C@@H]([C@@](CC1)(O)C)F)C(C)C (3S,4R)-1-{4-[(8-{3-[(ethanesulfonyl)meth-yl]azetidin-1-yl}-5-(propan-2-yl)isoquinolin-3-yl)amino]pyrimidin-2-yl}-3-fluoro-4-methylpiperidin-4-ol